[Au+3].S([O-])([O-])=O.S([O-])([O-])=O.S([O-])([O-])=O.[Au+3] sulfurous acid gold salt